C1CCCCCCCC1OS(=O)(=O)C1=CC=C(C=C1)[N+](=O)[O-].N1N=CC=C1 pyrazole cyclononan-9-yl-4-nitrobenzenesulfonate